OC1CCN(CC1)C=1C=CC(=NC1)NC=1C2=C(C(=NC1)C1=CC=NC3=CN=CC=C13)CNC2=O 7-((5-(4-hydroxy-piperidin-1-yl)pyridin-2-yl)amino)-4-(1,7-naphthyridin-4-yl)-2,3-dihydro-1H-pyrrolo[3,4-c]pyridin-1-one